2-((4-(4-(2-amino-2-oxoethoxy)phenyl)-5-isobutylthiazol-2-yl)amino)-5-(thiophen-2-yl)nicotinic Acid NC(COC1=CC=C(C=C1)C=1N=C(SC1CC(C)C)NC1=C(C(=O)O)C=C(C=N1)C=1SC=CC1)=O